N-(5-((6-((S)-3-(3-chloro-2-fluorobenzyl)isoxazolidine-2-yl)pyrimidine-4-yl)amino)-2-(4-((R)-4-cyclopropyl-3-methylpiperazine-1-yl)piperidine-1-yl)-4-methoxyphenyl)acrylamide ClC=1C(=C(C[C@@H]2N(OCC2)C2=CC(=NC=N2)NC=2C(=CC(=C(C2)NC(C=C)=O)N2CCC(CC2)N2C[C@H](N(CC2)C2CC2)C)OC)C=CC1)F